C1(=C(C=CC=C1)NC1=C(C=CC=C1)C)C Bistolylamine